C(C1=CC=CO1)=C1C(C(CC1)=CC1=CC=CO1)=O 2,5-Difurfurylidenecyclopentanone